C(C)(C)(C)OC(=O)NCCCCCCCCO 8-(tert-butoxycarbonyl-amino)octan-1-ol